C(C)N1CC(CCC1)C=1C=C(C=C(C1)C(F)(F)F)NC(C1=CC(=C(C=C1)C)NC1=NC=CC(=N1)C=1C=NC=CC1)=O N-[3-(1-Ethyl-piperidin-3-yl)-5-trifluoromethyl-phenyl]-4-methyl-3-(4-pyridin-3-yl-pyrimidin-2-ylamino)-benzamide